4-((1S,4s)-4-((R)-1-(5-(3-chloro-4-fluorophenyl)-4H-1,2,4-triazol-3-yl)ethyl)cyclohexyl)-6-fluoroquinoline ClC=1C=C(C=CC1F)C=1NC(=NN1)[C@@H](C)C1CCC(CC1)C1=CC=NC2=CC=C(C=C12)F